[N+](=O)([O-])C1=CC=C(OCCOCCOCCOCCOCCOCCOCCOCCOCCO)C=C1 26-(4-nitrophenoxy)-3,6,9,12,15,18,21,24-octaoxahexacosan-1-ol